CC([C@@H](C(=O)N[C@H](C(=O)N[C@@H](CC=1C(=NC=CC1)O)C(C(=O)NC)=O)CC(C)C)NC(C(F)(F)F)=O)(C)C (S)-2-((S)-3,3-dimethyl-2-(2,2,2-trifluoroacetamido)butanamido)-N-((S)-1-(2-hydroxypyridin-3-yl)-4-(methylamino)-3,4-dioxobutan-2-yl)-4-methylpentanamide